OCCOCCNC(CC)=O N-(2-(2-hydroxyethoxy)ethyl)propanamide